8-(3-aminophenyl)-N-(6-(4-methylpiperazin-1-yl)pyridin-3-yl)quinazolin-2-amine NC=1C=C(C=CC1)C=1C=CC=C2C=NC(=NC12)NC=1C=NC(=CC1)N1CCN(CC1)C